tert-butyl N-[(3R,5R)-5-methyl-3-piperidyl]carbamate C[C@@H]1C[C@H](CNC1)NC(OC(C)(C)C)=O